FC=1C=C2C(=C(NC2=C(C1)F)C1=CC=C(C=C1)F)CCC(=O)NS(=O)(=O)C 3-[5,7-difluoro-2-(4-fluorophenyl)-1H-indol-3-yl]-N-methanesulfonyl-propionamide